FC(CC(=O)NC1=NC=C(C=C1)C1=CC=C2C=CN(C(C2=C1)=O)CCC)CC 3-Fluoro-N-(5-(1-oxo-2-propyl-1,2-dihydroisoquinolin-7-yl)pyridin-2-yl)pentanamide